tert-butyl 4-(acryloylglycyl)piperazine-1-carboxylate C(C=C)(=O)NCC(=O)N1CCN(CC1)C(=O)OC(C)(C)C